C[C@@H]1CN(CCN1C)C1=CC(=C(C=C1C)NC=1N=C(C2=C(N1)NC=C2)NC=2C=CC=C1CCN(C21)S(=O)(=O)C)OC (R)-N2-(4-(3,4-dimethylpiperazin-1-yl)-2-methoxy-5-methyl-phenyl)-N4-(1-(methylsulfonyl)indolin-7-yl)-7H-pyrrolo[2,3-d]pyrimidine-2,4-diamine